N-methyl-2-((5-(pyridin-2-yl)pyrimidin-2-yl)oxy)acetamide CNC(COC1=NC=C(C=N1)C1=NC=CC=C1)=O